NC1=CC=C(C(=C1C(=O)N(C)C)F)C=1C=C2C(=NC1)NC[C@]21[C@H](C1)CC 6-Amino-3-((1R,2S)-2-ethyl-1',2'-dihydrospiro[cyclopropane-1,3'-pyrrolo[2,3-b]pyridin]-5'-yl)-2-fluoro-N,N-dimethylbenzamide